OCCSC=1C=C(C=C(C1)SCCO)C[C@@H](C(=O)N[C@H](C(=O)OCC)CC1=CC=CC=C1)NC(=O)OC(C)(C)C ethyl (2S)-2-[[(2S)-3-[3,5-bis(2-hydroxyethylsulfanyl) phenyl]-2-(tert-butoxycarbonylamino)propanoyl]amino]-3-phenyl-propanoate